C(CCC)SC1=NC(=C2N=CN(C2=N1)CC)Cl 2-(Butylthio)-6-chloro-9-ethyl-9H-purine